F[C@H](CNC(=O)C1=C(C=2N(N=C1)C=C(C2)C=2SC=CN2)NC2CCOCC2)C(C)(C)O (R)-N-(2-fluoro-3-hydroxy-3-methylbutyl)-4-((tetrahydro-2H-pyran-4-yl)amino)-6-(thiazol-2-yl)pyrrolo[1,2-b]pyridazine-3-carboxamide